N-(6-methoxy-5-(trifluoromethyl)pyridin-3-yl)-6-(pyrazolo[1,5-a]pyrazine-3-carbonyl)-4,5,6,7-tetrahydrothieno[2,3-c]pyridine-3-carboxamide COC1=C(C=C(C=N1)NC(=O)C1=CSC=2CN(CCC21)C(=O)C=2C=NN1C2C=NC=C1)C(F)(F)F